(7-(4-Chloro-2-methylphenoxy)-2-azaspiro[3.5]nonan-2-yl)((1s,3s)-3-hydroxy-3-methylcyclobutyl)methanon ClC1=CC(=C(OC2CCC3(CN(C3)C(=O)C3CC(C3)(C)O)CC2)C=C1)C